FC1=C(N)C=C(C(=C1)C)C=1C=NC(=C(C1)N1CCOCC1)C#CC 2-fluoro-4-methyl-5-[5-(morpholin-4-yl)-6-(prop-1-yn-1-yl)pyridin-3-yl]aniline